1-(2'-hydroxyethoxy)-2,4-diaminobenzene OCCOC1=C(C=C(C=C1)N)N